ClC=1C=C2C(=NC1F)N(C(=C2)C(=O)O)S(=O)(=O)C2=CC=C(C)C=C2 5-chloro-6-fluoro-1-(p-toluenesulfonyl)pyrrolo[2,3-b]pyridine-2-carboxylic acid